N-((4-methoxy-6-methyl-2-oxo-1,2-dihydropyridin-3-yl)methyl)-2-methyl-5-(2-oxo-2',3',5',6'-tetrahydrospiro[indolin-3,4'-pyran]-6-yl)benzamide COC1=C(C(NC(=C1)C)=O)CNC(C1=C(C=CC(=C1)C1=CC=C2C(=C1)NC(C21CCOCC1)=O)C)=O